2-[4-(methylamino)phenyl]-N-[(3S)-2-oxo-5-phenyl-1,3-dihydro-1,4-benzodiazepine-3-Yl]pyrazolo[1,5-a]pyrimidine-3-carboxamide CNC1=CC=C(C=C1)C1=NN2C(N=CC=C2)=C1C(=O)N[C@@H]1C(NC2=C(C(=N1)C1=CC=CC=C1)C=CC=C2)=O